(S)-2-(4-chlorophenyl)-1-(4-((5R,7R)-7-hydroxy-5-methyl-6,7-dihydro-5H-cyclopenta[d]pyrimidin-4-yl)piperazin-1-yl)-3-((2-hydroxyethyl)(isopropyl)amino)propan-1-one ClC1=CC=C(C=C1)[C@H](C(=O)N1CCN(CC1)C=1C2=C(N=CN1)[C@@H](C[C@H]2C)O)CN(C(C)C)CCO